COCC=1SC2=NC(=CC=C2N1)C(C)O 1-(2-(methoxymethyl)thiazolo[5,4-b]pyridin-5-yl)ethan-1-ol